COC=1C=C(C=C(C1OC)OC)N1C(=NC2=C1C=CC=C2)C=2C=C(C(=CC2)O)O 4-(1-(3,4,5-trimethoxyphenyl)-1H-benzo[d]imidazol-2-yl)benzene-1,2-diol